COC(=O)N[C@H]1CN(CC1)C(=O)OC(C)(C)C Tert-butyl (3R)-3-[(methoxycarbonyl)amino]pyrrolidine-1-carboxylate